6-bromo-2-(2-{[tert-butyl(dimethyl)silyl]oxy}propan-2-yl)-1-(2,2-difluoroethyl)-4-fluoro-1H-benzimidazole BrC=1C=C(C2=C(N(C(=N2)C(C)(C)O[Si](C)(C)C(C)(C)C)CC(F)F)C1)F